NCCCC[C@H](NC([C@@H](NC([C@@H](NC([C@@H](NC(CCCCCCCCCCCCCCC)=O)CCCCN)=O)C)=O)C)=O)B(O)O ((5R,8S,11S,14S)-1-amino-14-(4-aminobutyl)-8,11-dimethyl-7,10,13,16-tetraoxo-6,9,12,15-tetraazahentriacontan-5-yl)boronic acid